Cl.C(C)(C)C1=C(C(=O)N)C=CC(=C1)OCC1CNCCC1 isopropyl-4-(piperidin-3-ylmethoxy)benzamide hydrochloride